2-nitrobenzyl N,N-dimethylcarbamate CN(C(OCC1=C(C=CC=C1)[N+](=O)[O-])=O)C